ClC1=C(C=CC=C1)C(C(=O)C1=CC=CC=C1)CC(=O)C1=CC=CC=C1 2-(2-chlorophenyl)-1,4-diphenylbutane-1,4-dione